ClC=1C(=C(C=C(C1)C(F)(F)F)O)C=1N=NC(=CC1)NCC(C)(C)O 3-chloro-2-(6-((2-hydroxy-2-methylpropyl)amino)pyridazin-3-yl)-5-(trifluoromethyl)phenol